4-(3-(carboxymethyl)-2,5-dihydroxybenzoylamino)phthalic acid C(=O)(O)CC=1C(=C(C(=O)NC=2C=C(C(C(=O)O)=CC2)C(=O)O)C=C(C1)O)O